N-[(2-amino-3-fluoroquinolin-7-yl)methyl]-N-(2-methanesulfonylphenyl)-2-methylpyrimidine-5-carboxamide NC1=NC2=CC(=CC=C2C=C1F)CN(C(=O)C=1C=NC(=NC1)C)C1=C(C=CC=C1)S(=O)(=O)C